C(C1=CC=CC=C1)OC(=O)N[C@@H](C(=O)OCC1=CC=CC=C1)CNC(=O)C1=CC2=NC=C(C(=C2S1)C)F benzyl (R)-2-(((benzyloxy)carbonyl)amino)-3-(6-fluoro-7-methylthieno[3,2-b]pyridine-2-carboxamido)propanoate